tert-butyl (3-fluorobicyclo[1.1.1]pentan-1-yl)carbamate FC12CC(C1)(C2)NC(OC(C)(C)C)=O